(5S)-N-[cis-5-(cyclopropylcarbamoyl)tetrahydrofuran-3-yl]-3-(3,5-difluorophenyl)-5-vinyl-4H-isoxazole-5-carboxamide C1(CC1)NC(=O)[C@@H]1C[C@@H](CO1)NC(=O)[C@]1(CC(=NO1)C1=CC(=CC(=C1)F)F)C=C